OC1=C(C=C(CC2=C(C=C(OCC(=O)N(C)C)C=C2C)C)C=C1)C(C)C 2-(4-(4-hydroxy-3-isopropylbenzyl)-3,5-dimethylphenoxy)-N,N-dimethylacetamide